tert-Butyl 4-((3aR,4R,6R,6aS)-6-(4-amino-5-(1-benzyl-1H-pyrazol-3-yl)-7H-pyrrolo[2,3-d]pyrimidin-7-yl)-2,2-dimethyltetrahydro-4H-cyclopenta[d][1,3]dioxol-4-yl)piperidine-1-carboxylate NC=1C2=C(N=CN1)N(C=C2C2=NN(C=C2)CC2=CC=CC=C2)[C@@H]2C[C@@H]([C@@H]1[C@H]2OC(O1)(C)C)C1CCN(CC1)C(=O)OC(C)(C)C